FC([C@]12CCN(C[C@@H]2C1)C1=C(C(=O)NC2=NC(=NC(=C2)C)N2CCC(CC2)(F)F)C=CC(=C1)NS(NCCO)(=O)=O)F 2-((1R,6S)-6-(difluoromethyl)-3-azabicyclo[4.1.0]heptan-3-yl)-N-(2-(4,4-difluoropiperidin-1-yl)-6-methylpyrimidin-4-yl)-4-((N-(2-hydroxyethyl)sulfamoyl)amino)benzamide